O=S1CCN(CC1)CC1=CC=C(C=C1)[C@H]1COC=2C(=NC=CC2)O1 (S)-3-[4-(1-Oxo-1lambda4-thiomorpholin-4-ylmethyl)-phenyl]-2,3-dihydro-[1,4]dioxino[2,3-b]pyridine